[Na+].C(CCCCCCCCCCCCCCCCC)(=O)[O-] stearic acid, sodium salt